C(C)C1(C(=NC2=C(C=C(C=C12)[N])F)C)C (3-ethyl-7-fluoro-2,3-dimethyl-3H-indol-5-yl)-nitrogen